Cl.ClC1=C(C=CC(=C1)C)C=1CCCC2=C(C1C1=C(C=C(C=C1)CC1CN(C1)CCCF)F)C=CC(=C2)C(=O)O 8-(2-chloro-4-methylphenyl)-9-(2-fluoro-4-((1-(3-fluoropropyl)azetidin-3-yl)methyl)phenyl)-6,7-dihydro-5H-benzo[7]annulene-3-carboxylic acid hydrochloride